IC1=C[C@H](CC1)O (S)-3-iodocyclopent-2-en-1-ol